C(C)OC(\C(=C(/C)\O)\C1=C(OC(C2=CC=CC=C12)=O)C=1C=C(C(=O)OC)C=CN1)=O Methyl (E)-2-(4-(1-ethoxy-3-hydroxy-1-oxobut-2-en-2-yl)-1-oxo-1H-isochromen-3-yl)isonicotinate